N-(4-(bicyclo[3.1.1]heptan-3-yloxy)-3,5-difluorophenyl)-5-(2-fluoroethyl)-2-(5-azaspiro[2.4]heptan-5-yl)oxazole-4-carboxamide C12CC(CC(C1)C2)OC2=C(C=C(C=C2F)NC(=O)C=2N=C(OC2CCF)N2CC1(CC1)CC2)F